N-(5-((6-((R)-3-(4-chloro-2-fluorophenyl)isoxazolidine-2-yl)pyrimidine-4-yl)amino)-2-(4-(dimethylamino)piperidine-1-yl)-4-methoxyphenyl)acrylamide ClC1=CC(=C(C=C1)[C@@H]1N(OCC1)C1=CC(=NC=N1)NC=1C(=CC(=C(C1)NC(C=C)=O)N1CCC(CC1)N(C)C)OC)F